[O-2].[Yb+3].[Ga+3].[O-2].[O-2] gallium-ytterbium oxide